ClC1=C(C=CC(=C1)N(C)CC=1SC(=CC1)Cl)NC(CCC1CCCCC1)=O N-{2-Chloro-4-[(5-chloro-thiophen-2-ylmethyl)-(methyl)amino]-phenyl}-3-cyclohexylpropionamide